(2S)-N-(4-(cyclopropylamino)-3,4-dioxo-1-((S)-2-oxopyrrolidin-3-yl)butan-2-yl)-4,4-dimethyl-2-((S)-3-phenylpentanamido)pentanamide C1(CC1)NC(C(C(C[C@H]1C(NCC1)=O)NC([C@H](CC(C)(C)C)NC(C[C@H](CC)C1=CC=CC=C1)=O)=O)=O)=O